4-(4-propionamidocyclohex-1-en-1-yl)-1H-pyrrolo[2,3-b]pyridin C(CC)(=O)NC1CC=C(CC1)C1=C2C(=NC=C1)NC=C2